CO[C@@H]1CN(C[C@H]1COCC(=O)OC)C(=O)OC(C)(C)C trans-tert-butyl 3-methoxy-4-((2-methoxy-2-oxoethoxy)methyl)pyrrolidine-1-carboxylate